C(CCCCCCCCCCCCCCC)(=O)OCCCCCCCCC nonyl hexadecanoate